3-{5-fluoro-3-[1-(2,2,2-trifluoroethyl)-1H-pyrazol-4-yl]pyridin-2-yl}-3-methoxy-5,5-dimethyl-6-oxocyclohex-1-ene-1-carbonitrile FC=1C=C(C(=NC1)C1(C=C(C(C(C1)(C)C)=O)C#N)OC)C=1C=NN(C1)CC(F)(F)F